thallium oxide vanadium [V+5].[O-2].[Tl+].[O-2].[O-2]